6-(2,7-dimethyl-2H-indazol-5-yl)-N-methyl-N-(2-methylpiperidin-4-yl)-1,3-benzothiazol-2-amine hydrochloride Cl.CN1N=C2C(=CC(=CC2=C1)C1=CC2=C(N=C(S2)N(C2CC(NCC2)C)C)C=C1)C